C(CC)C(C)C(CCCC)(O)O 2-propyl-3,3-heptanediol